CC/C=C\\C[C@@H](C/C=C/1\\[C@H](C=CC1=O)C/C=C\\CCCC(=O)O)O The molecule is a member of the class of prostaglandins J that is (5Z,9Z,12E,17Z)-prostatetraenoic acid carrying hydroxy and oxo substituents at positions 11 and 15 respectively. An intermediate of specialised proresolving mediators and potent anti-leukemic agent. It has a role as an antineoplastic agent and a human xenobiotic metabolite. It is a prostaglandins J and a homoallylic alcohol. It derives from a prostaglandin J3. It is a conjugate acid of a Delta(12)-prostaglandin J3(1-).